2-((5-Bromopyridin-2-yl)oxy)-N,N-dimethylethane-1-amine BrC=1C=CC(=NC1)OCCN(C)C